CC1=NOC=C1C=1C=C2C=CN(C(C2=CC1)=O)CC=1C=C(C(=O)NCC2CCNCC2)C=CC1 3-((6-(3-Methylisoxazol-4-yl)-1-oxoisoquinolin-2(1H)-yl)methyl)-N-(piperidin-4-ylmethyl)benzamide